CNC(=O)C=1C=CC2=C(N=C(O2)N2C(CNCC2)=O)C1 N-methyl-2-(2-oxopiperazin-1-yl)-1,3-benzoxazole-5-carboxamide